N-(4-hydroxycyclohexyl)-4-{2-[(piperidin-3-yl)amino]-5-(trifluoromethyl)pyrimidin-4-yl}-1H-pyrrole-2-carboxamide OC1CCC(CC1)NC(=O)C=1NC=C(C1)C1=NC(=NC=C1C(F)(F)F)NC1CNCCC1